C(=O)C1CCC(CC1)C(C=O)C 2-(4-formylcyclohexyl)propanal